ClC1=C(C=CC=C1)CN1N=C(C=C1C1=CC(=CC=C1)OC)CO[C@H](C(=O)O)C (2S)-2-([1-[(2-Chlorophenyl)methyl]-5-(3-methoxyphenyl)-1H-pyrazol-3-yl]methoxy)-propanoic acid